7-(Methylamino)-N-[(3R)-1-methyl-2-oxo-pyrrolidin-3-yl]-5-[[1-(6-methyl-2-pyridinyl)-2-oxo-3-pyridinyl]amino]pyrazolo[1,5-a]pyrimidine-3-carboxamide CNC1=CC(=NC=2N1N=CC2C(=O)N[C@H]2C(N(CC2)C)=O)NC=2C(N(C=CC2)C2=NC(=CC=C2)C)=O